C12N(CC(C1)C2)CC=2N(C1=CC(=CC=C1C(C2)=O)C2=NC(=NC=C2F)N[C@H]2[C@@H](COCC2)O)C(C)C 2-((2-azabicyclo[2.1.1]hexan-2-yl)methyl)-7-(5-fluoro-2-(((3S,4R)-3-hydroxytetrahydro-2H-pyran-4-yl)amino)pyrimidin-4-yl)-1-isopropylquinolin-4(1H)-one